COC1=CC=2C3=C(N(C2C=C1)CC1=CC=C(C=C1)S(=O)(=O)N)C=NNC3=O 4-((8-methoxy-1-oxo-1,2-dihydro-5H-pyridazino[4,5-b]indol-5-yl)methyl)benzenesulfonamide